2,5-diisothiocyanothiothiophene N(=C=S)SC=1SC(=CC1)SN=C=S